FC1=C(C=CC(=C1)F)C1=NC(=CN2C1=NC(=C(C2=O)F)C)C2C[C@H](OCC2)C2=CC(=NC=C2)OC 9-(2,4-difluorophenyl)-3-fluoro-7-((2S)-2-(2-methoxypyridin-4-yl)tetrahydro-2H-pyran-4-yl)-2-methyl-4H-pyrazino[1,2-a]pyrimidin-4-one